ClC1=C(C=CC=C1Cl)N1CCNCC1 1-{2,3-dichlorophenyl}-piperazine